(S)-6-((4-((2-hydroxy-1-phenylethyl)amino)-5-(3-(2-hydroxypropan-2-yl)-1,2,4-oxadiazol-5-yl)pyrimidin-2-yl)amino)-1-isopropyl-2-methyl-1,2-dihydro-3H-indazol-3-one OC[C@H](C1=CC=CC=C1)NC1=NC(=NC=C1C1=NC(=NO1)C(C)(C)O)NC1=CC=C2C(N(N(C2=C1)C(C)C)C)=O